CC(C(=O)O)(CC)C dimethylbutyric Acid